tetradecyl sulfate sodium salt [Na+].S(=O)(=O)(OCCCCCCCCCCCCCC)[O-]